4-fluoro-N-{[3-fluoro-4-(propan-2-yl)phenyl](1H-pyrazol-5-yl)methyl}-1-[2-(1H-1,2,3-triazol-5-yl)acetyl]pyrrolidine-2-carboxamide FC1CC(N(C1)C(CC1=CN=NN1)=O)C(=O)NC(C1=CC=NN1)C1=CC(=C(C=C1)C(C)C)F